2,7-di-t-butylacridin-9(10H)-one C(C)(C)(C)C1=CC=2C(C3=CC(=CC=C3NC2C=C1)C(C)(C)C)=O